Triphenylphosphine tetraphenylborate C1(=CC=CC=C1)[B-](C1=CC=CC=C1)(C1=CC=CC=C1)C1=CC=CC=C1.C1(=CC=CC=C1)P(C1=CC=CC=C1)C1=CC=CC=C1